2-((S)-1-acryloyl-4-((S)-4-chloro-3-(methyl-d3)-2'-(((S)-1-methylpyrrolidin-2-yl)methoxy)-5',8'-dihydro-6'H-spiro[indene-1,7'-quinazolin]-4'-yl)piperazin-2-yl)acetonitrile C(C=C)(=O)N1[C@H](CN(CC1)C1=NC(=NC=2C[C@@]3(CCC12)C=C(C1=C(C=CC=C13)Cl)C([2H])([2H])[2H])OC[C@H]1N(CCC1)C)CC#N